CC1=CC=C(C=C1)S(=O)(=O)O.NCCC(=O)O beta-alanine p-toluenesulfonate